C(C)(C)(C)OC(N(CC)C1C(CN(CC1C)CC1=CC=CC=C1)C)=O.CC1(CCC(CC1)C1=CC=C(C=C1)NC1CC(NC1)=O)C 4-((4-(4,4-dimethylcyclohexyl)phenyl)amino)pyrrolidin-2-one tert-butyl-N-(1-benzyl-3,5-dimethyl-4-piperidyl)-N-ethyl-carbamate